(S)-4-(((4-oxochroman-7-yl)oxy)(2-phenylpyridin-4-yl)methyl)benzamide O=C1CCOC2=CC(=CC=C12)O[C@@H](C1=CC=C(C(=O)N)C=C1)C1=CC(=NC=C1)C1=CC=CC=C1